3-(1-(2-(2,6-dioxopiperidin-3-yl)-1,3-dioxoisoindolin-4-yl)piperidin-4-yl)propionaldehyde O=C1NC(CCC1N1C(C2=CC=CC(=C2C1=O)N1CCC(CC1)CCC=O)=O)=O